N,N-bis(3,4-dimethoxybenzyl)-7-(pyridin-3-yl)-5,6,7,8-tetrahydro-1,7-naphthyridin-2-amine COC=1C=C(CN(C2=NC=3CN(CCC3C=C2)C=2C=NC=CC2)CC2=CC(=C(C=C2)OC)OC)C=CC1OC